FC1(CCN(CC1)C(CCCCCC(=O)NC1=CC=CC=2N(C(N(C21)C)=O)C2C(NC(CC2)=O)=O)=O)F 7-(4,4-difluoropiperidin-1-yl)-N-(1-(2,6-dioxopiperidin-3-yl)-3-methyl-2-oxo-2,3-dihydro-1H-benzo[d]imidazol-4-yl)-7-oxoheptanamide